COC(=O)C1(CC1)C1=CC=C(C=C1)B(O)O [4-(1-methoxycarbonylcyclopropyl)phenyl]boronic acid